BENZYLBORONIC ACID C(C1=CC=CC=C1)B(O)O